4-Methoxy-2-(4-nitrophenoxy)-1,1'-biphenyl COC1=CC(=C(C=C1)C1=CC=CC=C1)OC1=CC=C(C=C1)[N+](=O)[O-]